NC1=NC(=NC=C1)N1C[C@]([C@@H](CC1)O)(C)F (3S,4R)-1-(4-aminopyrimidin-2-yl)-3-fluoro-3-methylpiperidine-4-ol